C(C)N(CCC=O)C(COC)C 3-[ETHYL(1-METHOXYPROPAN-2-YL)AMINO]PROPANAL